2-(4-(((2-((2-(trifluoromethoxy)benzamido)methyl)pyrazolo[1,5-c]quinazolin-5-yl)thio)methyl)phenyl)acetic acid FC(OC1=C(C(=O)NCC2=NN3C(=NC=4C=CC=CC4C3=C2)SCC2=CC=C(C=C2)CC(=O)O)C=CC=C1)(F)F